2-ethyl-5-(2-pyrrolidin-1-ylethoxy)pyridine C(C)C1=NC=C(C=C1)OCCN1CCCC1